2,5-dioxopyrrolidin-1-yl 4-(difluoromethyl)benzoate FC(C1=CC=C(C(=O)ON2C(CCC2=O)=O)C=C1)F